ClC1=C(C=CC=C1)CC(=O)NC1=CC(=C(C=C1)C1=CNC=C1)S(N=CN(C)C)(=O)=O 2-(2-chlorophenyl)-N-[3-{[(dimethylamino)methylene]sulfamoyl}-4-(1H-pyrrol-3-yl)phenyl]acetamide